NCC1(COC1)NC1CCC(CC1)N[C@@H]1CC(=NC2=CC=CC=C12)C (2S,4R)-4-(((1r,4R)-4-((3-(Aminomethyl)oxetan-3-yl)amino)cyclohexyl)amino)-2-methyl-3,4-dihydroquinolin